N1(CCCCC1)S(=O)(=O)C1=CC=C(C=C1)NC(OC1=CC=CC=C1)=O phenyl (4-(piperidin-1-ylsulfonyl)phenyl)carbamate